C1(CC1)C(=O)NC1=CC(=C(N=N1)C(=O)NC([2H])([2H])[2H])NC1=NC=CC(=C1OC)C1=NOC(=N1)CN(S(=O)(=O)C)C 6-cyclopropaneamido-4-[(3-methoxy-4-{5-[(N-methylmethanesulfonamido)methyl]-1,2,4-oxadiazol-3-yl}pyridin-2-yl)amino]-N-(2H3)methylpyridazine-3-carboxamide